C(#N)COC=1C=C(C=CC1NCC#CC=1N(C2=CC=CC(=C2C1)NC1CCC(CC1)N1CCC2(COC2)CC1)CC(F)(F)F)S(=O)(=O)N 3-(cyanomethoxy)-4-{[3-(4-{[(1R,4R)-4-{2-oxa-7-azaspiro[3.5]nonan-7-yl}cyclohexyl]amino}-1-(2,2,2-trifluoroethyl)-1H-indol-2-yl)prop-2-yn-1-yl]amino}benzene-1-sulfonamide